FC1=C(C(=O)OC)C=C(C(=C1)[N+](=O)[O-])F methyl 2,5-difluoro-4-nitro-benzoate